2-[2-(2,2-difluoroethoxy)phenyl]-4,4,5,5-tetramethyl-1,3,2-dioxaborolane FC(COC1=C(C=CC=C1)B1OC(C(O1)(C)C)(C)C)F